N-((1-(4-(6-(difluoromethyl)imidazo[1,2-a]pyrazin-3-yl)pyrimidin-2-yl)-4,4-difluoro-5-methylpiperidin-3-yl)methyl)methanesulfonamide aminooxyaminobromoacetate NONC(C(=O)O)Br.FC(C=1N=CC=2N(C1)C(=CN2)C2=NC(=NC=C2)N2CC(C(C(C2)C)(F)F)CNS(=O)(=O)C)F